(4R)-3-[4-(2-aminopyrimidin-4-yl)oxy-2-methyl-phenyl]-4-hydroxy-1-[5-(trifluoromethyl)-3-pyridyl]imidazolidin-2-one NC1=NC=CC(=N1)OC1=CC(=C(C=C1)N1C(N(C[C@H]1O)C=1C=NC=C(C1)C(F)(F)F)=O)C